BrCCCCCCCCCCCC/C=C/CCO (3E)-16-bromo-3-hexadecene-1-ol